N-(5-methoxy-4-(1-methoxyethyl)-1,6-naphthyridin-3-yl)-N'-(6-(2H-1,2,3-triazol-2-yl)-5-(trifluoromethyl)pyridin-3-yl)urea COC1=C2C(=C(C=NC2=CC=N1)NC(=O)NC=1C=NC(=C(C1)C(F)(F)F)N1N=CC=N1)C(C)OC